1-(5-(4-AMINO-7-CYCLOPROPYL-7H-PYRROLO[2,3-D]PYRIMIDIN-5-YL)IMIDAZO[1,2-A]PYRIDIN-8-YL)-3-(5-ISOPROPYLISOXAZOL-3-YL)UREA NC=1C2=C(N=CN1)N(C=C2C2=CC=C(C=1N2C=CN1)NC(=O)NC1=NOC(=C1)C(C)C)C1CC1